FC12CC(C1)(C2)CN(C(OC(C)(C)C)=O)CC=2C=CC=1N(C2)C=C(N1)CC(NNC(=O)C=1C=NC=C(C1)N1CCCC1)=O tert-butyl N-[(3-fluoro-1-bicyclo[1.1.1]pentyl)methyl]-N-[[2-[2-oxo-2-[2-(5-pyrrolidin-1-ylpyridin-3-carbonyl)hydrazino]ethyl]imidazo[1,2-a]pyridin-6-yl]methyl]carbamate